ClC=1C=C2C(=NC1OC)C(=C(N2C)C2=NNC(=N2)[C@@H](COC)OC)N2C=NC=C2 (S)-6-chloro-2-(5-(1,2-dimethoxyethyl)-1H-1,2,4-triazol-3-yl)-3-(1H-imidazol-1-yl)-5-methoxy-1-methyl-1H-pyrrolo[3,2-b]pyridine